Gallium indium phosphorus antimony [Sb].[P].[In].[Ga]